3H-furo[2,3-c]pyridin-7-amine O1CCC=2C1=C(N=CC2)N